C(C)OCCOCCOC=1C=CC(=NC1)C[C@@H](CO)NCC1=CC=C(C=C1)OC (2S)-3-{5-[2-(2-ethoxyethoxy)ethoxy]pyridin-2-yl}-2-{[(4-methoxyphenyl)methyl]amino}propan-1-ol